6-fluoro-3-(1-{3-[4-(5-methyl-[1,2,4]oxadiazol-3-yl)-thiazol-2-yloxy]-propyl}-piperidin-4-yl)-benzo[d]isoxazole FC1=CC2=C(C(=NO2)C2CCN(CC2)CCCOC=2SC=C(N2)C2=NOC(=N2)C)C=C1